2,3-bis(4-(furan-3-yl)phenyl)-5-(piperidin-4-ylmethoxy)pyrazine O1C=C(C=C1)C1=CC=C(C=C1)C1=NC=C(N=C1C1=CC=C(C=C1)C1=COC=C1)OCC1CCNCC1